4-(cyanomethyl)-3-methylpyridin C(#N)CC1=C(C=NC=C1)C